((S)-3-cyclohexyl-1-(((S)-4-(ethylamino)-3,4-dioxo-1-((S)-2-oxopyrrolidin-3-yl)butan-2-yl)amino)-1-oxopropan-2-yl)carbamic acid 2-(3-chlorophenyl)-2,2-difluoro-1-phenylethyl ester ClC=1C=C(C=CC1)C(C(C1=CC=CC=C1)OC(N[C@H](C(=O)N[C@@H](C[C@H]1C(NCC1)=O)C(C(=O)NCC)=O)CC1CCCCC1)=O)(F)F